ethyl 1-(4-(trifluoromethyl) phenyl)-1,2,3,4-tetrahydroquinoline-3-carboxylate FC(C1=CC=C(C=C1)N1CC(CC2=CC=CC=C12)C(=O)OCC)(F)F